CC(C[C@@H](C(N[C@@H](C[C@H]1C(NCC1)=O)C(COC(F)(F)F)=O)=O)NC(=O)C1=CN=C(S1)C(F)(F)F)(C)C N-((S)-4,4-dimethyl-1-oxo-1-(((S)-3-oxo-1-((S)-2-oxopyrrolidin-3-yl)-4-(trifluoromethoxy)butan-2-yl)amino)pentan-2-yl)-2-(trifluoromethyl)-thiazole-5-carboxamide